(E)-N-phenyl-N'-((4-(trifluoromethyl)benzoyl)oxy)-2-naphthimidamide C1(=CC=CC=C1)N/C(=N/OC(C1=CC=C(C=C1)C(F)(F)F)=O)/C1=CC2=CC=CC=C2C=C1